benzyl-7-methyl-6-(2-methyl-1,3-oxazol-4-yl)-3,4-dihydro-1H-spiro[1,8-naphthyridine-2,3'-pyrrolidine] C(C1=CC=CC=C1)N1CC2(CC1)NC1=NC(=C(C=C1CC2)C=2N=C(OC2)C)C